1-(3-(tert-butyl)-1-phenyl-1H-pyrazol-5-yl)-3-(5-((3-keto-3,4-dihydropyrido[2,3-b]pyrazin-8-yl)oxy)pyridin-2-yl)urea C(C)(C)(C)C1=NN(C(=C1)NC(=O)NC1=NC=C(C=C1)OC1=CC=NC=2NC(C=NC21)=O)C2=CC=CC=C2